FC(COC1=C(C=CC(=C1)F)C1=NC=CC2=C1CN(C2=O)C2=CC=C(C=C2)C2(CC2)C#N)F 1-(4-{4-[2-(2,2-difluoroethoxy)-4-fluorophenyl]-1-oxo-1,3-dihydro-2H-pyrrolo[3,4-c]pyridin-2-yl}phenyl)cyclopropane-1-carbonitrile